C(C)(=O)O[C@H]1[C@H](O[C@@H]([C@@H]([C@H]1OC(C)=O)OC(C)=O)SCCCC=C)C=O (2S,3R,4S,5R,6R)-2-formyl-6-(pent-4-en-1-ylthio)tetrahydro-2H-pyran-3,4,5-triyl triacetate